[N+](=O)([O-])C1=CC=C(C=C1C(=O)O)NC(CC1=CC=CC=C1)=O 6-nitro-3-(phenylacetylamino)benzoic acid